(E)-1-chloro-2-(3-(methoxyethoxy)prop-1-enyl)benzene ClC1=C(C=CC=C1)\C=C\COCCOC